(4-(4-(4-(tert-butyl)piperazin-1-yl)-4-oxobutyl)-1-phenyl-1H-imidazol-2-yl)-3-(1-methyl-1H-pyrazol-4-yl)benzamide C(C)(C)(C)N1CCN(CC1)C(CCCC=1N=C(N(C1)C1=CC=CC=C1)C1=C(C(=O)N)C=CC=C1C=1C=NN(C1)C)=O